((3-((3'-(2,2-Difluoropropoxy)-2,3,5,6-tetrafluoro-[1,1'-biphenyl]-4-yl)carbamoyl)pyrazolo[1,5-a]pyridin-2-yl)oxy)methyl dihydrogen phosphate P(=O)(OCOC1=NN2C(C=CC=C2)=C1C(NC1=C(C(=C(C(=C1F)F)C1=CC(=CC=C1)OCC(C)(F)F)F)F)=O)(O)O